tert-butyl N-[4-[3-cyano-4-[(3-fluoro-2-pyridyl)sulfanyl]pyrazolo[1,5-a]pyridin-6-yl]-2-methyl-pyrazol-3-yl]carbamate C(#N)C=1C=NN2C1C(=CC(=C2)C2=C(N(N=C2)C)NC(OC(C)(C)C)=O)SC2=NC=CC=C2F